[Na+].C(CCCCCCC)C(C(=O)[O-])CC(=O)[O-].CN(C(C[Si](OC)(OC)OC)C)C.[Na+] (2-Dimethylaminopropyl)trimethoxysilane octyl-succinate sodium